NC(CC1=CC=C(C=C1)CC(C(=O)OC(C)(C)C)(C)C)=O tert-butyl 3-(4-(2-amino-2-oxoethyl) phenyl)-2,2-dimethylpropionate